ClC1=NC=C2N(C(N(C2=N1)CC1=CC=C(C=C1)C=1N(C=C(N1)C(F)(F)F)C)=O)C1CC1 2-chloro-7-cyclopropyl-9-(4-(1-methyl-4-(trifluoromethyl)-1H-imidazol-2-yl)benzyl)-7,9-dihydro-8H-purin-8-one